((5-isobutyl-4-methyl-3-(4-((2-methyl-1H-imidazol-1-yl) methyl) phenyl) thiophen-2-yl) sulfonyl) carbamate C(N)(OS(=O)(=O)C=1SC(=C(C1C1=CC=C(C=C1)CN1C(=NC=C1)C)C)CC(C)C)=O